(S)-6-((5-(3-chloro-2-(4-formyl-3-methoxyphenyl)pyridin-4-yl)-1,2,3,4-tetrahydronaphthalen-1-yl)amino)-2-methoxy-5-(trifluoromethyl)nicotinaldehyde ClC=1C(=NC=CC1C1=C2CCC[C@@H](C2=CC=C1)NC1=NC(=C(C=O)C=C1C(F)(F)F)OC)C1=CC(=C(C=C1)C=O)OC